(1r,2'S,4S)-4-(3-chloroanilino)-2'-{(2R)-2-methyl-3-[(6-methyl-5,6,7,8-tetrahydroquinolin-4-yl)oxy]propyl}-2',3'-dihydrospiro[cyclohexane-1,1'-indene]-4-carboxylic acid ClC=1C=C(NC2(CCC3([C@H](CC4=CC=CC=C34)C[C@H](COC3=CC=NC=4CCC(CC34)C)C)CC2)C(=O)O)C=CC1